N-(azetidin-3-yl)-4-((2-fluoro-4-iodophenyl)amino)nicotinamide N1CC(C1)NC(C1=CN=CC=C1NC1=C(C=C(C=C1)I)F)=O